6-[4-(difluoro-methoxy)phenyl]-5-[4-[(3S)-1-(3-fluoropropyl)pyrrolidin-3-yl]oxyphenyl]-8,9-dihydro-7H-benzo[7]annulen-2-ol FC(OC1=CC=C(C=C1)C1=C(C2=C(CCC1)C=C(C=C2)O)C2=CC=C(C=C2)O[C@@H]2CN(CC2)CCCF)F